ClC1=CC=NC(=C1C(=O)NCC1=CC=C(C=C1)C1=NC(=CC=C1F)OC)C 4-Chloro-N-(4-(3-fluoro-6-methoxypyridin-2-yl)benzyl)-2-methylnicotinamide